ClC=1C2=CN(N=C2C=CC1C1=NNC2=NC(=CN=C21)N2C[C@H]1C([C@H]1C2)(C2=NSC=C2)CN)C(F)F ((1R,5S,6r)-3-(3-(4-chloro-2-(difluoromethyl)-2H-indazol-5-yl)-1H-pyrazolo[3,4-b]pyrazin-6-yl)-6-(isothiazol-3-yl)-3-azabicyclo[3.1.0]hexan-6-yl)methanamine